COC(=O)C1=NC=C(C=C1F)OC(F)(F)Br 5-(bromodifluoromethoxy)-3-fluoropyridinecarboxylic acid methyl ester